NC1=C(C(=CC(=C1)F)C)C1CCC(CC1)=O 4-(2-amino-4-fluoro-6-methylphenyl)cyclohexan-1-one